N-(2-(1H-indol-3-yl)ethyl)-5-(4-fluorophenyl)thiazolo[5,4-d]pyrimidin-7-amine N1C=C(C2=CC=CC=C12)CCNC=1C2=C(N=C(N1)C1=CC=C(C=C1)F)SC=N2